(2R,8aS)-2-(2,3-dichloro-6-hydroxyphenyl)-7-(hydroxymethyl)-hexahydro-1H-indolizin-5-one ClC1=C(C(=CC=C1Cl)O)[C@H]1C[C@H]2CC(CC(N2C1)=O)CO